7-(1-(4-(5-(difluoromethyl)-1,3,4-oxadiazol-2-yl)-2-fluorobenzyl)-1H-1,2,3-triazol-4-yl)-3,4-dihydroisoquinoline-2(1H)-carboxylic acid tert-butyl ester C(C)(C)(C)OC(=O)N1CC2=CC(=CC=C2CC1)C=1N=NN(C1)CC1=C(C=C(C=C1)C=1OC(=NN1)C(F)F)F